5-(benzofuran-5-ylmethyl)-3-ethyl-2-thioxoimidazolidin-4-one O1C=CC2=C1C=CC(=C2)CC2C(N(C(N2)=S)CC)=O